C(CCCC)OC=CC1=CC=CC=C1 pentoxystyrene